{[(1S,2R,3S,5R)-3-(3-bromo-2-fluoro-6-vinylphenoxy)-2-(1-propen-1-yl)-5-(tetrahydro-2H-pyran-2-yloxy)cyclopentyl]methoxy}(dimethyl)(2-methyl-2-propanyl)silane BrC=1C(=C(O[C@@H]2[C@@H]([C@H]([C@@H](C2)OC2OCCCC2)CO[Si](C(C)(C)C)(C)C)C=CC)C(=CC1)C=C)F